rel-methyl 2-((1r,4r)-4-(4-(hydroxymethyl)pyrimidin-2-yl)cyclohexyl)acetate OCC1=NC(=NC=C1)C1CCC(CC1)CC(=O)OC